Ethyl 2-amino-5-bromo-4-(trifluoromethyl)thiophene-3-carboxylate NC=1SC(=C(C1C(=O)OCC)C(F)(F)F)Br